C(C)OC(=O)C1C2C=CC(C1)C2 ethyl-5-norbornene-2-carboxylate